CC=1N=C(C=2N(C1)C=C(N2)C=2SC1=C(N2)SC(=C1)C1CCN(CC1)C(=O)OC(C)(C)C)C tert-butyl 4-(2-{6,8-dimethylimidazo[1,2-a]pyrazin-2-yl}thieno[2,3-d][1,3]thiazol-5-yl)piperidine-1-carboxylate